[1,2,5]Oxadiazole O1N=CC=N1